(1r,3r)-3-hydroxycyclobutanecarboxylic acid OC1CC(C1)C(=O)O